N1(C=NC=C1)C1=CC=C(C=C1)O L-4-(imidazole-1-yl)phenol